3,4-dimethyl-octene CC(C=C)C(CCCC)C